O=C1NC2=CC=C(C=C2C1)C(=O)NC1=CC=CC=C1 2-Oxo-N-phenylindoline-5-carboxamide